8-chloro-N-(3-morpholinopropyl)-N-(4-(trifluoromethyl)pyridin-2-yl)quinolin-2-amine ClC=1C=CC=C2C=CC(=NC12)N(C1=NC=CC(=C1)C(F)(F)F)CCCN1CCOCC1